BrC=1C(=C(C=O)C=CC1OC)OCCO 3-bromo-2-(2-hydroxyethoxy)-4-methoxybenzaldehyde